[Li].NN1C(=CC(=C1)C(=O)OCC)C(=O)O 1-amino-4-(ethoxycarbonyl)-1H-pyrrole-2-carboxylic acid lithium